5-methoxy-4-(4,4,4-trifluorobutyl)-2-(trifluoromethyl)quinoline-3-carbonitrile COC1=C2C(=C(C(=NC2=CC=C1)C(F)(F)F)C#N)CCCC(F)(F)F